4-iodo-1-(1-(tetrahydro-2H-pyran-2-yl-1H-pyrazol-3-yl)-1H-pyrazolo[3,4-b]pyridine-6-yl)-8-oxa-3-azabicyclo[3.2.1]octane IC1NCC2(CCC1O2)C2=CC=C1C(=N2)N(N=C1)C1=NN(C=C1)C1OCCCC1